3-nitro-N-phenyl-2,6-bis(trifluoromethyl)pyridin-4-amine [N+](=O)([O-])C=1C(=NC(=CC1NC1=CC=CC=C1)C(F)(F)F)C(F)(F)F